ClC1=CC=C(C(=N1)C1=CN(C(C=C1)=O)C)NC(C)C=1C=2C3=C(N(C(C2C=C(C1)C)=O)C)N(N=C3)CC 9-(1-((6-chloro-1'-methyl-6'-oxo-1',6'-dihydro-[2,3'-bipyridin]-3-yl)amino)ethyl)-3-ethyl-4,7-dimethyl-3,4-dihydro-5H-pyrazolo[3,4-c]isoquinolin-5-one